3-{4-amino-3-[(pyridin-2-yl)methoxy]phenyl}-1-tert-butyl-5-[(pyrazin-2-yl)amino]-1H-pyrazole-4-carboxamide NC1=C(C=C(C=C1)C1=NN(C(=C1C(=O)N)NC1=NC=CN=C1)C(C)(C)C)OCC1=NC=CC=C1